C(=O)C1=CC=C(C=C1)C#CC1=CC=C(C(=O)O)C=C1 4-((4-formylphenyl)ethynyl)benzoic acid